ClC1=C(C=CC(=C1)I)NC1=C(C2=C(C(N1C)=O)C=CO2)C(=O)NOCCO 6-(2-Chloro-4-iodophenylamino)-N-(2-hydroxyethoxy)-5-methyl-4-oxo-4,5-dihydro-furo[3,2-c]pyridin-7-carboxamid